COC=1C=C(C=CC1OC)C=1NC2=CC=C(C=C2C1C)OC 2-(3,4-Dimethoxyphenyl)-5-methoxy-3-methyl-1H-indole